C(C)OC=1C=C(C=C(C1)F)C1=CC=C(C=C1)CC=1C(=C(SC1C)C)C(=O)NC1CC2(CC(C2)C(=O)O)C1 6-(4-((3'-ethoxy-5'-fluoro-[1,1'-biphenyl]-4-yl)methyl)-2,5-dimethylthiophene-3-carboxamido)spiro[3.3]heptane-2-carboxylic acid